ClC1=CC(=C(C=C1)C1=NC(=CC=2N=C(N(C(C21)=O)C)C)N2C[C@@H](OCC2)C2=CC(=CC=C2)OC(F)(F)F)F 5-(4-chloro-2-fluorophenyl)-2,3-dimethyl-7-((2S)-2-(3-(trifluoromethoxy)phenyl)-4-morpholinyl)pyrido[4,3-d]pyrimidin-4(3H)-one